(3-((1R,3S)-3-(Dimethylamino)cyclohexyl)-1,2,3-oxadiazol-3-ium-5-yl)((3-(2-(o-tolyl)acetamido)-5-(trifluoromethyl)phenyl)-carbamoyl)amide CN([C@@H]1C[C@@H](CCC1)[N+]1=NOC(=C1)[N-]C(NC1=CC(=CC(=C1)C(F)(F)F)NC(CC1=C(C=CC=C1)C)=O)=O)C